ClC1=CC=C(C=C1)[C@H]([C@H]1O[C@H]([C@H]2[C@@]1(OC(O2)(C)C)C)N2C=CC/1=C2NC=N\C1=N/O)O (Z)-7-((3aR,4R,6R,6aR)-6-((R)-(4-chlorophenyl)(hydroxy)methyl)-2,2,6a-trimethyltetrahydrofuro[3,4-d][1,3]dioxol-4-yl)-1H-pyrrolo[2,3-d]pyrimidin-4(7H)-one oxime